COC(=O)C12CCC(C1)(C2)NC(COC2=CC(=C(C=C2)Cl)F)=O 4-(2-(4-chloro-3-fluorophenoxy)acetamido)bicyclo[2.1.1]hexane-1-carboxylic acid methyl ester